methyl 1-(diethylcarbamoyl)cyclopropanecarboxylate C(C)N(C(=O)C1(CC1)C(=O)OC)CC